Cl.Cl.C1(CC1)N1C=C(C(C2=CC(=C(C(=C12)F)C=1C=C2CCN(C2=CC1)CC=1C(=NC(=NC1)N)N)F)=O)C(=O)OCC Ethyl 1-cyclopropyl-7-(1-((2,4-diaminopyrimidin-5-yl)methyl)indolin-5-yl)-6,8-difluoro-4-oxo-1,4-dihydroquinoline-3-carboxylate dihydrochloride